(2-morpholinoethyl)carbodiimide O1CCN(CC1)CCN=C=N